C[C@H]1C[C@@H](N(C1)C(=O)OC(C)(C)C)COS(=O)(=O)C1=CC=C(C)C=C1 tert-butyl (2R,4S)-4-methyl-2-((tosyloxy)methyl)pyrrolidine-1-carboxylate